C1(CC1)C=1C(=CC(N2[C@@H](CSC12)C(=O)O)=O)CC1=CC=C(C2=CC=CC=C12)C (3R)-7-cyclopropyl-6-[(4-methyl-1-naphthyl)methyl]-4-oxo-1-thia-3a-aza-3-indanecarboxylic acid